ClC=1C=NC=C(C1[C@@H](C)OC=1C=C2C(=NNC2=CC1)C=1C=CC(=NC1)N1CC2(CN(C2)C(=O)N(C)C)C1)Cl 6-[5-[5-[(1R)-1-(3,5-dichloro-4-pyridyl)ethoxy]-1H-indazol-3-yl]-2-pyridyl]-N,N-dimethyl-2,6-diazaspiro[3.3]heptane-2-carboxamide